1,3,4,5-tetrahydro-7,8-dimethoxy-2H-3-benzazepin-2-one hydrochloride Cl.COC1=CC2=C(CC(NCC2)=O)C=C1OC